C(C)(C)N1N=C2C(=C1NC(=O)NS(=O)(=O)C=1C=NN3C1OCC(C3)OC)CCC2 N-((2-isopropyl-2,4,5,6-tetrahydrocyclopenta[c]pyrazol-3-yl)carbamoyl)-6-methoxy-6,7-dihydro-5H-pyrazolo[5,1-b][1,3]oxazine-3-sulfonamide